C1CC12CCN(CC2)C2=NC1=CC=CC=C1C(=C2Br)C 2-(6-azaspiro[2.5]oct-6-yl)-3-bromo-4-methyl-quinoline